N[C@@H]1[C@@H](OCC12CCN(CC2)C=2C(=NC(=C(N2)C)SC2=C(C(=NC=C2)OC)Cl)CO)C {3-[(3S,4S)-4-amino-3-methyl-2-oxa-8-azaspiro[4.5]dec-8-yl]-6-[(3-chloro-2-methoxypyridin-4-yl)mercapto]-5-methylpyrazin-2-yl}methanol